(2-((5-chloro-2-((6-methoxy-1,2,3,4-tetrahydroisoquinolin-7-yl)amino)pyrimidin-4-yl)amino)-5-hydroxyphenyl)dimethylphosphine ClC=1C(=NC(=NC1)NC1=C(C=C2CCNCC2=C1)OC)NC1=C(C=C(C=C1)O)P(C)C